4-Thio-Pseudouridin [C@@H]1([C@H](O)[C@H](O)[C@@H](CO)O1)C1=CNC(=O)NC1=S